methylenebis-(phenyldimethylurea) C(N(C(=O)NC)CC1=CC=CC=C1)N(C(=O)NC)CC1=CC=CC=C1